BrC1=CC=C(C2=NON=C21)C=2SC=C(C2)CCCCCC 4-bromo-7-(4-hexylthiophen-2-yl)-2,1,3-benzooxadiazole